3-(6-chloro-5-(trifluoromethyl)pyridin-3-yl)-5-(2-(3,4-difluoropyrrolidin-1-yl)-2-oxoethyl)-1H-pyrrolo[3,2-c]pyridin-4(5H)-one ClC1=C(C=C(C=N1)C1=CNC2=C1C(N(C=C2)CC(=O)N2CC(C(C2)F)F)=O)C(F)(F)F